[4-(2-fluoro-5,5-dioxo-6,11-dihydrobenzo[c][1]benzothiepin-11-yl)piperazin-1-yl]-(1H-pyrrolo[3,2-c]pyridin-7-yl)methanone FC=1C=CC2=C(C(C3=C(CS2(=O)=O)C=CC=C3)N3CCN(CC3)C(=O)C=3C2=C(C=NC3)C=CN2)C1